6-ethoxy-N-[(1R)-1-(4-fluorophenyl)ethyl]-2-methylpyrido[3,4-d]pyrimidin-4-amine C(C)OC1=CC2=C(N=C(N=C2N[C@H](C)C2=CC=C(C=C2)F)C)C=N1